BrC1=CC=C2C(=NN(C(C2=C1)=O)CC(=O)OC)CCF methyl 2-(7-bromo-4-(2-fluoroethyl)-1-oxophthalazin-2(1H)-yl)acetate